C(C=C)(=O)OCCC[Si](OCCOC)(OCCOC)OCCOC 3-acryloxy-propyltris(methoxyethoxy)silane